FC(SC=1C=C2C=3C=CC=CC3C=CC2=CC1)(F)F 6-Trifluoromethylthiophenanthrene